C(#N)N=C(SC)SC Dimethyl cyanocarbonimidodithioate